COC1=C(C(=O)NN)C=C(C=C1)C(F)(F)F 2-methoxy-5-(trifluoromethyl)benzohydrazide